C(=O)C1CCC(CC1)C1=NN2C(C=C(C=C2)NC(=O)C2=NC(=CC=C2)C(F)(F)F)=C1 N-[2-(4-formylcyclohexyl)pyrazolo[1,5-a]pyridin-5-yl]-6-(trifluoromethyl)pyridine-2-carboxamide